C(C)OC1=CC=C(C=C1)C1=CN=CC(=N1)C(=O)NOCC1=CC(=CC=C1)OC 6-(4-ethoxyphenyl)-N-((3-methoxybenzyl)oxy)pyrazine-2-carboxamide